[Pd+2].ClC(C(C)(C)P(C(C)(C)C)C(C)(C)C)CC=CC chloro(crotyl)(tri-t-butylphosphine) palladium (II)